tert-butyl 1-((5-iodopyridin-2-yl)methyl)-2-methyl-2-(pyrimidin-2-yl)hydrazinecarboxylate IC=1C=CC(=NC1)CN(N(C1=NC=CC=N1)C)C(=O)OC(C)(C)C